NC=1C(=NC(=C(C1)C=1C=CC(=C2C(=NN(C12)C)NS(=O)(=O)C)Cl)C(CC1=CC(=CC(=C1)F)F)NC(=O)OC(C)(C)C)C=CC(=O)OCC Ethyl 3-(3-amino-6-(1-((tert-butoxycarbonyl)amino)-2-(3,5-difluorophenyl)ethyl)-5-(4-chloro-1-methyl-3-(methylsulfonamido)-1H-indazol-7-yl)pyridin-2-yl)acrylate